2-cyclohexyl-N-(2-(trimethylsilyl)-benzyl)ethanamine hydrochloride Cl.C1(CCCCC1)CCNCC1=C(C=CC=C1)[Si](C)(C)C